BrC1=CC=C(C=C1)S(=O)(=O)N1CCC(CC1)C(=O)N1CCN(CC1)C1=CC=NC2=CC=CC=C12 (1-((4-bromophenyl)sulfonyl)piperidin-4-yl)(4-(quinolin-4-yl)piperazin-1-yl)methanone